CN1CCN(CC1)CC=1C=C2C(=NC1)NC=C2C=2C=C1CCNC(C1=CC2)=O 6-(5-((4-methylpiperazin-1-yl)methyl)-1H-pyrrolo[2,3-b]pyridin-3-yl)-3,4-dihydroisoquinolin-1(2H)-one